tert-Butyl ((2S)-1-((4-(((3'-(diethylamino)-3H-spiro[isobenzofuran-1,9'-xanthen]-6'-yl)oxy)methyl)phenyl)amino)-4-methyl-1-oxopentan-2-yl)carbamate C(C)N(C=1C=CC=2C3(C4=CC=C(C=C4OC2C1)OCC1=CC=C(C=C1)NC([C@H](CC(C)C)NC(OC(C)(C)C)=O)=O)OCC1=CC=CC=C13)CC